1-(1-((2,6-dimethylphenyl)amino)-1-oxobutan-2-yl)-1-(3-methoxybenzyl)piperidin-1-ium bromide [Br-].CC1=C(C(=CC=C1)C)NC(C(CC)[N+]1(CCCCC1)CC1=CC(=CC=C1)OC)=O